8-(4-(2,3-difluoro-4-methylphenyl)-1H-1,2,3-triazol-1-yl)-2,2-dimethylhexahydropyrano[3,2-d][1,3]dioxin-7-ol FC1=C(C=CC(=C1F)C)C=1N=NN(C1)C1C(COC2C1OC(OC2)(C)C)O